tert-butyl N-[(3S)-1-[2-bromo-6-methoxy-5-(3-methoxypropoxy)pyridin-3-yl]-4-methylpentan-3-yl]carbamate BrC1=NC(=C(C=C1CC[C@@H](C(C)C)NC(OC(C)(C)C)=O)OCCCOC)OC